10-bromo-1-(tert-butyldimethylsilyloxy)-decane BrCCCCCCCCCCO[Si](C)(C)C(C)(C)C